7-Methyl-2-((7-methylcinnolin-6-yl)amino)-9-(tetrahydro-2H-pyran-4-yl)-7,9-dihydro-8H-purin-8-on CN1C(N(C2=NC(=NC=C12)NC=1C=C2C=CN=NC2=CC1C)C1CCOCC1)=O